(3r,4r)-4-({4-[1-(azetidin-3-yl)-4-fluoro-2-methyl-1H-benzoimidazol-6-yl]-5-fluoropyrimidin-2-yl}amino)-1-(methylsulfonyl)piperidin-3-ol N1CC(C1)N1C(=NC2=C1C=C(C=C2F)C2=NC(=NC=C2F)N[C@H]2[C@@H](CN(CC2)S(=O)(=O)C)O)C